N[C@H](C(=O)NC(C1=CN=CC2=CC=CC=C12)C#N)CC(C)C (2S)-2-amino-N-(cyano(isoquinolin-4-yl)methyl)-4-methylpentanamide